CC=1N(C=CC1)CC1CC(C1)C#N methyl-1-((3-cyanocyclobutyl)methyl)-1H-pyrrole